tert-butyl 4-[7-({8-fluoro-2-methylimidazo[1,2-a]pyridin-6-yl}carbamoyl)-2-(oxan-4-yl)indazol-4-yl]piperazine-1-carboxylate FC=1C=2N(C=C(C1)NC(=O)C1=CC=C(C3=CN(N=C13)C1CCOCC1)N1CCN(CC1)C(=O)OC(C)(C)C)C=C(N2)C